1-Tert-butyl-5-fluoro-N-{2-fluoro-4-methyl-5-[4-(morpholin-4-yl)pyrazolo[1,5-a]pyridin-6-yl]phenyl}pyrazole-4-carboxamide C(C)(C)(C)N1N=CC(=C1F)C(=O)NC1=C(C=C(C(=C1)C=1C=C(C=2N(C1)N=CC2)N2CCOCC2)C)F